FC1=CC=C2C(CN(C2=C1)C(=O)C=1C=C2CN(C(C2=CC1)=O)C1CNCCC1)(C)C 3-(5-(6-fluoro-3,3-dimethylindoline-1-carbonyl)-1-oxoisoindolin-2-yl)piperidine